[Si](C)(C)(C(C)(C)C)O[C@@H](CCCC(=O)OC)\C=C\B1OC(C(O1)(C)C)(C)C Methyl (E,5S)-5-[tert-butyl(dimethyl)silyl]oxy-7-(4,4,5,5-tetramethyl-1,3,2-dioxaborolan-2-yl)hept-6-enoate